FC(OC1=CC2=C(N=C(O2)N[C@@H]2C[C@H](CC2)N)C=C1)F (1S,3S)-N1-(6-(difluoromethoxy)benzo[d]oxazol-2-yl)cyclopentane-1,3-diamine